F[C@@H]1C[C@@]2(CCCN2C1)COC1=NC2C=CC=CC2C=C1CC#N (((2R,7aS)-2-fluorotetrahydro-1H-pyrrolizine-7a(5H)-yl)methoxy)-4a,8a-dihydroquinoline-3-acetonitrile